tert-Butyl phenyl(4-(2,2-difluoroethoxy)-1,2,5-oxadiazole-3-carbonyl)carbamate C1(=CC=CC=C1)N(C(OC(C)(C)C)=O)C(=O)C1=NON=C1OCC(F)F